CN1N=C(C(=C1)C=1C(=NC(=NC1)O)O)C 5-(1,3-dimethyl-1H-pyrazol-4-yl)pyrimidine-2,4-diol